1-triethoxysilyl-2-bis(trimethoxysilylpropylamino)methylsilyl-ethylene C(C)O[Si](C=C[SiH2]C(NCCC[Si](OC)(OC)OC)NCCC[Si](OC)(OC)OC)(OCC)OCC